tert-butyl N-[[1-[1-(2,6-dioxo-3-piperidyl) indolin-4-yl]azetidin-3-yl]methyl]-N-methyl-carbamate O=C1NC(CCC1N1CCC2=C(C=CC=C12)N1CC(C1)CN(C(OC(C)(C)C)=O)C)=O